methyl 4-(2-(2-chlorophenyl)-4-oxopyrrolidin-1-yl)benzoate ClC1=C(C=CC=C1)C1N(CC(C1)=O)C1=CC=C(C(=O)OC)C=C1